ethyl 6-cyclohexyl-2-[(2S,6R)-2-(1-cyclopropylpyrazol-4-yl)-6-methyl-morpholin-4-yl]-5-formyl-pyrimidine-4-carboxylate C1(CCCCC1)C1=C(C(=NC(=N1)N1C[C@@H](O[C@@H](C1)C)C=1C=NN(C1)C1CC1)C(=O)OCC)C=O